4-nitro-2-(trifluoromethyl)benzaldehyde [N+](=O)([O-])C1=CC(=C(C=O)C=C1)C(F)(F)F